1-(2-(Benzylthio)-3-methoxyphenyl)-1H-pyrazole C(C1=CC=CC=C1)SC1=C(C=CC=C1OC)N1N=CC=C1